N[C@@H](C)C(=O)C(O)[C@H](N)[C@H](O)\C=C\CCCCCCCCCCCCC alanyl-sphingosine